[2-[6-(azetidin-1-yl)-2-pyridinyl]-1,6-naphthyridin-7-yl]methylamine N1(CCC1)C1=CC=CC(=N1)C1=NC2=CC(=NC=C2C=C1)CN